1-(1-((2-(trimethylsilyl)ethoxy)methyl)-1H-pyrazol-3-yl)ethan-1-ol C[Si](CCOCN1N=C(C=C1)C(C)O)(C)C